2-{4-[(3S)-piperidin-3-yl]phenyl}-2H-indazole-7-carboxamide mandelate salt C(C(O)C1=CC=CC=C1)(=O)O.N1C[C@@H](CCC1)C1=CC=C(C=C1)N1N=C2C(=CC=CC2=C1)C(=O)N